BrC1=C(C=CC=C1)NC(CNC(=O)C1=CC(=NO1)C1=CC=C(C=C1)C)=O N-(2-bromophenyl)-2-{[3-(4-methylphenyl)-1,2-oxazol-5-yl]formamido}acetamide